7-isopropoxy-2-(3-methoxybicyclo[1.1.1]pent-1-yl)imidazo[1,2-a]pyridine-6-carboxylic acid C(C)(C)OC1=CC=2N(C=C1C(=O)O)C=C(N2)C21CC(C2)(C1)OC